C[C@@H]1NCC[C@H](C1)OC=1SC2=C(N1)SC(=N2)C=2N=CC(=C1C2NC=C1)C=1C=NNC1 7-(5-{[(2S,4R)-2-Methylpiperidin-4-yl]oxy}[1,3]thiazolo[5,4-d][1,3]thiazol-2-yl)-4-(1H-pyrazol-4-yl)-1H-pyrrolo[2,3-c]pyridin